9,10-dioxo-3-(4-ethylpiperazine-1-carbonyl)-9,10-dihydroanthracene-1,8-diacetate O=C1C2=C(C=CC=C2C(C=2C=C(C=C(C12)CC(=O)[O-])C(=O)N1CCN(CC1)CC)=O)CC(=O)[O-]